5-(2-chlorophenyl)-1-(2-(methylamino)ethyl)-7-(trifluoromethyl)-1,5-dihydro-4H-imidazo[4,5-c][1,8]Naphthyridin-4-one ClC1=C(C=CC=C1)N1C(C2=C(C=3C=CC(=NC13)C(F)(F)F)N(C=N2)CCNC)=O